COS(=O)(=O)[O-].C(C)[N+]1=CC=CC=C1 ethylpyridinium methylsulfate